5-(2-(((3R,4S)-1-((1H-imidazol-4-yl)sulfonyl)-3-methylpiperidin-4-yl)amino)-5-(trifluoro-methyl)pyrimidin-4-yl)-2-(1-hydroxyethyl)thiophene-3-carbonitrile N1C=NC(=C1)S(=O)(=O)N1C[C@H]([C@H](CC1)NC1=NC=C(C(=N1)C1=CC(=C(S1)C(C)O)C#N)C(F)(F)F)C